2-((4-chloro-5-fluoro-2-(2-methoxy-7-methylquinoxalin-5-yl)benzo[d]thiazol-6-yl)oxy)ethyl (6-fluoropyridin-3-yl)carbamate FC1=CC=C(C=N1)NC(OCCOC1=CC2=C(N=C(S2)C2=C3N=CC(=NC3=CC(=C2)C)OC)C(=C1F)Cl)=O